2-fluoro-5-methoxypyridine FC1=NC=C(C=C1)OC